COC=1C=C(C(=O)N[C@@H](C(N2CC=CCC2C=2C=NC=CC2)=O)CC2=CC=CC=C2)C=C(C1)OC 3,5-dimethoxy-N-((2R)-1-oxo-3-phenyl-1-(6-(pyridin-3-yl)-5,6-dihydropyridin-1(2H)-yl)propan-2-yl)benzamide